[Cl-].N12CCCN=C2NCCC1 1,5,7-triazabicyclo[4.4.0]dec-5-ene chloride